3-(aminomethyl)-N-(3-cyano-4-methyl-1H-indol-7-yl)benzene-1-sulfonamide NCC=1C=C(C=CC1)S(=O)(=O)NC=1C=CC(=C2C(=CNC12)C#N)C